BrC=1C=C(N(CC2=CC=C(C=C2)OC)CC2=CC=C(C=C2)OC)C=C(C1C(F)(F)F)F 3-bromo-5-fluoro-N,N-bis[(4-methoxyphenyl)methyl]-4-(trifluoromethyl)aniline